C(C)(C)C1=NC(=NC=N1)NC1=CC=C(C=C1)C1=NC2=C(N1C1=CC=CC=C1)C=CC=C2 4-isopropyl-N-(4-(1-phenyl-1H-benzimidazole-2-yl)phenyl)-1,3,5-triazine-2-amine